COC1=C(C(=CC(=C1)OCC)OC)S(=O)(=O)N 2,6-dimethoxy-4-methylmethoxybenzenesulfonamide